5-(6-cyclopropylpyridin-3-yl)-7-methyl-6-(3-azaspiro[5.5]undec-8-en-9-yl)-7H-pyrrolo[2,3-d]pyrimidin-4-amine C1(CC1)C1=CC=C(C=N1)C1=C(N(C=2N=CN=C(C21)N)C)C2=CCC1(CCNCC1)CC2